N-(4-methoxy-2-(methyl(2-(methylamino)ethyl)amino)-5-((4-(8-methylimidazo[1,2-a]-pyridin-3-yl)pyrimidin-2-yl)amino)phenyl)but-2-ynamide COC1=CC(=C(C=C1NC1=NC=CC(=N1)C1=CN=C2N1C=CC=C2C)NC(C#CC)=O)N(CCNC)C